COC([C@H](CCCCCCCC1=NC=2NCCCC2C=C1)NC(=O)C1CC(OCC1)(C)C)=O (2S)-2-(2,2-dimethyltetrahydro-2H-pyran-4-carboxamido)-9-(5,6,7,8-tetrahydro-1,8-naphthyridin-2-yl)nonanoic acid methyl ester